C(C)SC=1N(C(N(C(N1)=O)CC1=NN(C=N1)CCC=1C=C(C(=O)OC(C)(C)C)C=CC1)=O)CC1=C(C=C(C(=C1)F)F)F tert-butyl 3-(2-(3-((4-(ethylthio)-2,6-dioxo-3-(2,4,5-trifluorobenzyl)-3,6-dihydro-1,3,5-triazin-1(2H)-yl)methyl)-1H-1,2,4-triazol-1-yl)ethyl)benzoate